(biphenyl-4-yl)-4-{1-(phenanthrene-9-yl)naphthalene-2-yl}phenylamine C1(=CC=C(C=C1)NC1=CC=C(C=C1)C1=C(C2=CC=CC=C2C=C1)C=1C2=CC=CC=C2C=2C=CC=CC2C1)C1=CC=CC=C1